FC(OC1=C(C=CC=C1)C1=C(C(=NO1)C)C(=O)O)F 5-(2-Difluoromethoxyphenyl)-3-methylisoxazole-4-carboxylic acid